FC1=C(C(=CC=2SC3=C(C21)C(=CC(=C3)CCCCC)F)OCCC)F 1,2,9-trifluoro-7-pentyl-3-propoxy-dibenzothiophene